OC1=CC2=C(C(=C(S2)C2=CC=C(C=C2)O)C(=O)C2=CC=C(C=C2)OCCN2CCCCC2)C=C1 [6-hydroxy-2-(4-hydroxyphenyl)-benzothiophen-3-yl]-[4-[2-(1-piperidinyl)ethoxy]phenyl]-methanone